C(C)N(CCN(CCOC(=O)OC(CCCCCCC(C(=O)[O-])(CCCCCCCCC)CCCCCCC)CCCCCCC(C(=O)[O-])(CCCCCCCCC)CCCCCCC)CC)CC 7-(((2-((2-(Diethylamino)ethyl)(ethyl)amino)ethoxy)carbonyl)oxy)tridecane-1,13-diylbis(2-heptylundecanoate)